ClC1=CC=C(CN(C(=O)[C@H]2N(CCC2)[S@](=O)(=NC)C2=CC=C(C=C2)C)C2CC3(CC3(F)F)C2)C=C1 (2S)-N-(4-chlorobenzyl)-N-(1,1-difluorospiro[2.3]hexan-5-yl)-1-((R)-N,4-dimethylphenylsulfonimidoyl)pyrrolidine-2-carboxamide